1-benzyl-4-[(cyclopropylamino)methyl]piperidin-4-ol C(C1=CC=CC=C1)N1CCC(CC1)(O)CNC1CC1